benzyl N-[(1S)-1-[(2S,5R,6R)-5-azido-6-[(1R,2S,3R,4S,5S,6R)-3-benzyloxy-2,4-bis(benzyloxycarbonylamino)-5,6-dihydroxy-cyclohexoxy]tetrahydropyran-2-yl]ethyl]-N-benzyl-carbamate N(=[N+]=[N-])[C@@H]1CC[C@H](O[C@@H]1O[C@@H]1[C@H]([C@@H]([C@H]([C@@H]([C@H]1O)O)NC(=O)OCC1=CC=CC=C1)OCC1=CC=CC=C1)NC(=O)OCC1=CC=CC=C1)[C@H](C)N(C(OCC1=CC=CC=C1)=O)CC1=CC=CC=C1